NCC1=NNC(C2=C(C=C(C=C12)C=1C=NN(C1C1=C(C=2C=C(C=NC2C(=C1F)C)Cl)C#N)C)OCC)=O (M)-6-(4-(4-(aminomethyl)-8-ethoxy-1-oxo-1,2-dihydrophthalazin-6-yl)-1-methyl-1H-pyrazol-5-yl)-3-chloro-7-fluoro-8-methylquinoline-5-carbonitrile